C(C1=CC=CC=C1)OC(=O)N[C@@H](CC1=CNC=N1)C(=O)O benzyloxycarbonyl-histidine